[6-(3-cyclopropyl-1H-1,2,4-triazol-5-yl)-2-azaspiro[3.3]heptan-2-yl]-[3-[2-fluoro-4-(trifluoromethylsulfonimidoyl)benzyl]oxyazetidin-1-yl]methanone C1(CC1)C1=NNC(=N1)C1CC2(CN(C2)C(=O)N2CC(C2)OCC2=C(C=C(C=C2)S(=O)(=N)C(F)(F)F)F)C1